2-(4-aminophenyl)-5-methyl-N4-(1-methylcyclopropyl)thieno[2,3-d]pyrimidine-2,4-diamine NC1=CC=C(C=C1)C1(N=C(C2=C(N1)SC=C2C)NC2(CC2)C)N